(1,3-dichloro-2-propoxy)ethyl-(bromo)aluminum ClCC(CCl)OCC[Al]Br